CC1=C(C(=CC(=C1)C)C)[P](C1=CC(=CC=C1)OC)=O (S)-2,4,6-trimethylphenyl-(3-methoxyphenyl)phosphorus oxide